4-amino-8-(5-fluoro-2-methylpyrimidin-4-yl)-N-propylisoquinoline-3-carboxamide NC1=C(N=CC2=C(C=CC=C12)C1=NC(=NC=C1F)C)C(=O)NCCC